(2S,3S)-ethyl 3-((2-(2-chloro-5H-pyrrolo[2,3-b]pyrazin-7-yl)-6-(5-cyanothiophen-2-yl)-5-fluoropyrimidin-4-yl)amino)bicyclo[2.2.2]octane-2-carboxylate ClC=1N=C2C(=NC1)NC=C2C2=NC(=C(C(=N2)N[C@@H]2[C@H](C1CCC2CC1)C(=O)OCC)F)C=1SC(=CC1)C#N